(E)-N1-(3-(dimethylamino)propyl)-N8-hydroxy-2-((naphthalen-1-yloxy)methyl)-2-octenediamide phosphate P(=O)(O)(O)O.CN(CCCNC(\C(=C\CCCCC(=O)NO)\COC1=CC=CC2=CC=CC=C12)=O)C